C(C)(C)(C)OC(C[C@H](NC(CCOCCOCCOCCOCCOCCOCCOCCOCCOCCOCCOCCOC)=O)C(=O)O)=O (S)-40-(2-(tert-butoxy)-2-oxoethyl)-38-oxo-2,5,8,11,14,17,20,23,26,29,32,35-dodecaoxa-39-Azahentetracontane-41-Oic acid